N1=C(C=CC=C1)C1=C(N)C=CC=C1 2-(pyridin-2-yl)-aniline